CN1C(C=2N=CN([C@H]3[C@](O)([C@H](O)[C@@H](CO)O3)C)C2N=C1)=N 1,2'-dimethyl-adenosine